ClC1=NC=C(C2=CC=C(C=C12)OCCOC)C1=C(C=CC=C1)C 1-chloro-7-(2-methoxyethoxy)-4-(o-tolyl)isoquinoline